N-(2-aminophenyl)-4-((4-(((2-(4-(3,5-dimethylisoxazol-4-yl)phenyl)cyclopropyl)amino)methyl)piperidin-1-yl)methyl)benzamide TFA salt OC(=O)C(F)(F)F.NC1=C(C=CC=C1)NC(C1=CC=C(C=C1)CN1CCC(CC1)CNC1C(C1)C1=CC=C(C=C1)C=1C(=NOC1C)C)=O